C(C)(C)(C)OC(=O)N(C1=NC=CC(=C1F)CC=1C(=C(C=NC1)C(=O)OC)C)C(=O)OC(C)(C)C methyl 5-({2-[bis(t-butoxycarbonyl) amino]-3-fluoropyridin-4-yl} methyl)-4-methylpyridine-3-carboxylate